5-(((1R)-1-((2R)-2-(aminomethyl)-5-fluoro-2-methyl-2,3-dihydrobenzofuran-7-yl)ethyl)amino)pyrazolo[1,5-a]pyrimidine-3-carboxylic acid NC[C@@]1(OC2=C(C1)C=C(C=C2[C@@H](C)NC2=NC=1N(C=C2)N=CC1C(=O)O)F)C